(2R)-2-(tert-butoxycarbonylamino)-3-(dimethylamino)propanoic acid C(C)(C)(C)OC(=O)N[C@@H](C(=O)O)CN(C)C